5,7-Dihydroxy-3-(4-hydroxy-phenyl)-chroman-4-one OC1=C2C(C(COC2=CC(=C1)O)C1=CC=C(C=C1)O)=O